BrC1=C(C=CC=C1)C(C(=O)Cl)OC1=CC=C(C=C1)OC 2-(2-bromophenyl)-2-(4-methoxyphenoxy)acetyl chloride